2-(3-{5-[(S)-(3-fluoro-1-methyl-azetidin-3-yl)-hydroxy-(4-isopropyl-phenyl)-methyl]-pyridin-3-yl}-[1,2,4]Oxadiazol-5-yl)-propan-2-ol FC1(CN(C1)C)[C@@](C=1C=C(C=NC1)C1=NOC(=N1)C(C)(C)O)(C1=CC=C(C=C1)C(C)C)O